C1(=CC=CC=C1)OC(=O)C1CCCCC(CCCCC1)C(=O)[O-] phenylcycloundecane-5,11-dicarboxylate